NCOCCOCN 1,2-bis(aminomethoxy)ethane